fluoro-N-(4-fluorobenzyl)-4'-hydroxy-3',4'-dihydro-1'h-spiro[piperidine-4,2'-quinoline]-1-carboxamide FN1C2(CC(C3=CC=CC=C13)O)CCN(CC2)C(=O)NCC2=CC=C(C=C2)F